(S)-2-(1-acryloyl-4-(7-(8-chloro-7-fluoronaphthalen-1-yl)-2-cyclopropyl-8-fluoropyrido[4,3-d]pyrimidin-4-yl)piperazin-2-yl)acetonitrile C(C=C)(=O)N1[C@H](CN(CC1)C=1C2=C(N=C(N1)C1CC1)C(=C(N=C2)C2=CC=CC1=CC=C(C(=C21)Cl)F)F)CC#N